(R)-4,4-difluoro-2-(1H-pyrazol-4-yl)-7-((S)-tetrahydrofuran-2-yl)-4,5,7,8-tetrahydro-3H-1-thia-5a,8-diazabenzo[cd]azulen-9(6H)-one FC1(CN2C=3C(=C(SC3C(N[C@H](C2)[C@H]2OCCC2)=O)C=2C=NNC2)C1)F